C(O)(=O)OCCN(CCCC)CCCC N,N-dibutyl-ethanolamine bicarbonate